3-methyl-1,5-hexadiene CC(C=C)CC=C